N-cyclopropyl-2-(difluoromethoxy)-4-[7-[[(2S)-4,4-difluoro-1-methyl-pyrrolidin-2-yl]methoxy]imidazo[1,2-a]pyridin-3-yl]-6-methoxy-benzamide C1(CC1)NC(C1=C(C=C(C=C1OC)C1=CN=C2N1C=CC(=C2)OC[C@H]2N(CC(C2)(F)F)C)OC(F)F)=O